3-(3-hydroxypropoxyphenyl)propaneN OCCCOC1=C(C=CC=C1)CC=C